4-bromo-N,N,2-trimethylaniline CC1=C(C=CC(=C1)Br)N(C)C